CN1C(SCN(C1)C)=S 3,5-dimethyl-2H-1,3,5-thiadiazine-2-thione